7-hydroxy-coumarine-3-carboxylic acid OC1=CC=C2C=C(C(OC2=C1)=O)C(=O)O